O1C(=NC=C1)C1=CC=C(C=C1)C1=CC=C(C=C1)C=1N=NNC1C(=O)O 4-(4'-(oxazol-2-yl)-[1,1'-biphenyl]-4-yl)-1H-1,2,3-triazole-5-carboxylic acid